[W]=O.[Pd] Palladium-tungsten oxide